C(C(=C)C)(=O)OCCCCCCCCCCCC[N+]1=CC=CC=C1 12-methacryloyloxydodecylpyridinium